ethyl (E)-3-(dibenzylamino)-3-phenylacrylate C(C1=CC=CC=C1)N(/C(=C/C(=O)OCC)/C1=CC=CC=C1)CC1=CC=CC=C1